manganese silicon alloyl-silicon C(C=C)(=O)[Si].[Si].[Mn]